CN1N=C(C2=C1C1=NC=CC=C1N2)C(=O)[O-] 1-Methyl-1,4-dihydropyrazolo[3',4':4,5]pyrrolo[3,2-b]pyridine-3-carboxylate